S1(C=CC=C1)=N thiolimidon